C1(CCCCC1)C1=CN=C(S1)N1C([C@@]2(N(CCN(C2)C#N)CC1)C)=O (R)-8-(5-cyclohexylthiazol-2-yl)-9a-methyl-9-oxooctahydro-2H-pyrazino[1,2-a]pyrazine-2-carbonitrile